C1(=CC=CC=C1)S(=O)(=O)O/N=C(\C)/CCC(C1=CC=CC=C1)=O [(E)-(5-oxo-5-phenylpentan-2-ylidene)amino] benzenesulfonate